FC=1C=C2C(=NNC2=CC1F)C1=NC=2CNCCC2C=C1 2-(5,6-difluoro-1H-indazol-3-yl)-5,6,7,8-tetrahydro-1,7-naphthyridine